C1=CC=NC(=C1)SSC2=CC=CC=N2 2,2-Dipyridyl disulfide